COC=1C=CC=C2C(CCN(C12)C(=O)[O-])N1C(N(C2=NC(=NC=C2C1)S(=O)(=O)C)C)=O 8-methoxy-4-(1-methyl-7-methylsulfonyl-2-oxo-4H-pyrimido[4,5-d]pyrimidin-3-yl)-2,3-dihydroquinoline-1-carboxylate